C[C@H]1N(CCOC1)C1=NC2=C(N=CC=C2C(=C1)C=1C=C(C=CC1)C(C)(C)O)C1=CC=NN1C1OCCCC1 2-(3-{2-[(3R)-3-methylmorpholin-4-yl]-8-[1-(tetrahydro-2H-pyran-2-yl)-1H-pyrazol-5-yl]-1,7-naphthyridin-4-yl}phenyl)propan-2-ol